thiobis(cyclohexane-1-amine) S(C1(CCCCC1)N)C1(CCCCC1)N